(2R)-4-(2-(2-benzylpyrrolidin-1-yl)-6-((4-methoxybenzyl)oxy)pyrimidin-4-yl)-2-methylmorpholine C(C1=CC=CC=C1)C1N(CCC1)C1=NC(=CC(=N1)N1C[C@H](OCC1)C)OCC1=CC=C(C=C1)OC